isopropylisooctyl-ammonium phosphate octadecylamine salt C(CCCCCCCCCCCCCCCCC)N.P(=O)([O-])([O-])[O-].C(C)(C)[NH2+]CCCCCC(C)C.C(C)(C)[NH2+]CCCCCC(C)C.C(C)(C)[NH2+]CCCCCC(C)C